The molecule is a hydroxyyridine that is 4-hydroxypyridine which is substituted by fluorines at positions 2 and 6, and by chlorines at positions 3 and 5. An obsolete herbicide, formerly used to control selective broad-leaved and grass weeds in crops such as potatoes. It has a role as an EC 2.5.1.117 (homogentisate solanesyltransferase) inhibitor, a herbicide and an agrochemical. It is a hydroxypyridine, an organochlorine compound and an organofluorine compound. C1(=C(NC(=C(C1=O)Cl)F)F)Cl